FC1(CC(C1)COC1=C(C=CC(=C1F)F)[C@@H]1[C@H](O[C@@]([C@@H]1C)(C(F)(F)F)C)C(=O)NC1=CC(=NC=C1)C(=O)N)F 4-[[(2S,3R,4R,5S)-3-[2-[(3,3-difluorocyclobutyl)methoxy]-3,4-difluoro-phenyl]-4,5-dimethyl-5-(trifluoromethyl)tetrahydrofuran-2-carbonyl]amino]pyridine-2-carboxamide